2-chloro-1,3-propanediol palmitate C(CCCCCCCCCCCCCCC)(=O)OCC(CO)Cl